pyrazine-2-Carboxylic acid methyl ester COC(=O)C1=NC=CN=C1